CC1=C(C(=O)O)C=CC(=C1)C1=NC(=NO1)C1=C(C=CC(=C1)C(F)(F)F)Cl.CC1=C(C=C(C=C1Cl)C(F)(F)F)C1=NOC(=N1)C1=CC=C(C(=O)O)C=C1 4-(3-(2-Methyl chloro-5-(trifluoromethyl)phenyl)-1,2,4-oxadiazol-5-yl)benzoate (methyl 4-(3-(2-chloro-5-(trifluoromethyl)phenyl)-1,2,4-oxadiazol-5-yl)benzoate)